ICCC/C=C/CCCCCC(OCCCC)OCCCC (7E)-11-iodo-1,1-dibutoxy-7-undecene